N1N=CC(=C1)NC=1C=2N(C=CC1)C(=CN2)C#CC=2C(=CC(=C(C(=O)NC1=CC(=CC(=C1)C(F)(F)F)C=1C=NC=CC1)C2)F)C 5-((8-((1H-pyrazol-4-yl)amino)imidazo[1,2-a]pyridin-3-yl)ethynyl)-2-fluoro-4-methyl-N-(3-(pyridin-3-yl)-5-(trifluoromethyl)phenyl)benzamide